N1N=NC2=C1C=C(C=C2)S(=O)(=O)CC(=O)N2CCN(CC2)C(=O)OCC2=CC(=CC(=C2)C(F)(F)F)C(F)(F)F 3,5-bis(trifluoromethyl)benzyl 4-(2-((1H-benzo[d][1,2,3]triazol-6-yl)sulfonyl)acetyl)piperazine-1-carboxylate